2,3,5,6-tetrafluoro-aniline FC1=C(N)C(=C(C=C1F)F)F